C(C)(C)(C)OC(=O)N1CCC2(C(C2)C(=O)O)CC1 6-tert-butoxycarbonyl-6-azaspiro[2.5]octane-2-carboxylic acid